(2R,3R,4R,5S)-1-(2,6-difluoro-4-(piperidin-1-yl)phenethyl)-2-(hydroxymethyl)piperidine-3,4,5-triol FC1=C(CCN2[C@@H]([C@H]([C@@H]([C@H](C2)O)O)O)CO)C(=CC(=C1)N1CCCCC1)F